FC1=CC=C(C=C1)C1=CC=C(C=C1)CN1C=CC2=CC(=CC(=C12)C(=O)N[C@@H](C)C1=CC=C(C(=O)O)C=C1)C1=CC=CC=C1 (S)-4-(1-(1-((4'-fluoro-[1,1'-biphenyl]-4-yl)methyl)-5-phenyl-1H-indol-7-amido)ethyl)benzoic acid